7-{1-[(4-oxo-3-1H-quinolyl)carbonyl]-4-piperidyl}-1,3-dihydro-1,3,4-triaza-2-indenone O=C1C(=CNC2=CC=CC=C12)C(=O)N1CCC(CC1)C=1C=CN=C2NC(NC12)=O